NCC[Si](C)(C)OC 2-Aminoethyl-(methoxydimethylsilan)